FC=1C=C(OCCOC2=C3C(=C(C(C3=CC=C2)=O)C=2SC=CC2)C=2N=CSC2C)C=CC1F (2-(3,4-difluorophenoxy)ethoxy)-3-(5-methylthiazol-4-yl)-2-(thiophen-2-yl)-1H-inden-1-one